FC(C1=CC=C(C=C1)NC1=C(C=CC=C1)C1=NN=C(O1)C1(CCCC1)O)(F)F 1-(5-(2-((4-(trifluoromethyl)phenyl)amino)phenyl)-1,3,4-oxadiazol-2-yl)cyclopentanol